(3-(3-bromo-2-methylphenyl)-1,2,4-oxadiazol-5-yl)methanol trimethyl-3,3',3''-(cyclohexane-1,2,4-triyl)tripropionate CC(C(C(=O)O)(C)C)C1CC(C(CC1)CCC(=O)O)CCC(=O)O.BrC=1C(=C(C=CC1)C1=NOC(=N1)CO)C